[Br-].[Br-].C(C)[SiH](CC)[Zr+2](C1C(=CC2=CC=CC=C12)C1=CC=CC=C1)C1C(=CC2=CC=CC=C12)C1=CC=CC=C1 Diethylsilyl-bis(phenylindenyl)zirconium dibromide